2-(4-(2-((3-(Bis(2-hydroxydecyl)amino)propyl)disulfaneyl)ethyl)piperazin-1-yl)ethyl 4-(bis(2-hydroxydodecyl)amino)butanoate OC(CN(CCCC(=O)OCCN1CCN(CC1)CCSSCCCN(CC(CCCCCCCC)O)CC(CCCCCCCC)O)CC(CCCCCCCCCC)O)CCCCCCCCCC